propyl 2-[[(2R)-3-(tert-butoxycarbonylamino)-2-hydroxy-propionyl] amino]-4-methyl-thiazole-5-carboxylate C(C)(C)(C)OC(=O)NC[C@H](C(=O)NC=1SC(=C(N1)C)C(=O)OCCC)O